3-(2-oxo-2-(2-(trifluoromethyl)phenyl)ethyl)piperidine-1-carboxylic acid tert-butyl ester C(C)(C)(C)OC(=O)N1CC(CCC1)CC(C1=C(C=CC=C1)C(F)(F)F)=O